Br.FC(S(=O)(=O)CC1CNC1)(F)F 3-(trifluoromethanesulfonyl-methyl)azetidine hydrobromide